ethyl 6-formyl-5-nitro-pyridine-3-carboxylate C(=O)C1=C(C=C(C=N1)C(=O)OCC)[N+](=O)[O-]